1,3-bis[(2-methoxycyclohex-1-yl)methyl]imidazolium COC1C(CCCC1)CN1C=[N+](C=C1)CC1C(CCCC1)OC